C(CCCCC(=O)OCC(CCCCCCCC)CCCCCC)(=O)OCC(COC(CCC(OCCCC\C=C/CC)OCCCC\C=C/CC)=O)COC(=O)OCC1CN(CCC1)CC 3-((4,4-bis(((Z)-oct-5-en-1-yl)oxy)butanoyl)oxy)-2-(((((1-ethylpiperidin-3-yl)methoxy)carbonyl)oxy)methyl)propyl (2-hexyldecyl) adipate